4-(5-methyl-1H-pyrazol-3-yl)-N2-(4-trifluoromethoxyphenyl)quinazoline-2,4-diamine CC1=CC(=NN1)C1(NC(=NC2=CC=CC=C12)NC1=CC=C(C=C1)OC(F)(F)F)N